N1N=CC(=C1)CCNC1=NC(=NC(=C1F)C)C(=O)O 4-((2-(1H-pyrazol-4-yl)ethyl)amino)-5-fluoro-6-methylpyrimidine-2-carboxylic acid